(1'R,2'R)-4-(but-3-yn-1-yl)-5'-methyl-2'-(prop-1-en-2-yl)-1',2',3',4'-tetrahydro-[1,1'-biphenyl]-2,6-diol C(CC#C)C=1C=C(C(=C(C1)O)[C@H]1[C@@H](CCC(=C1)C)C(=C)C)O